Cl.ClC=1C=CC(=NC1)[C@@H](C)N1C(=NC2=C1C=CC=C2)N2C[C@H]([C@@H](CC2)F)N (3R,4R)-1-(1-((R)-1-(5-Chloropyridin-2-yl)ethyl)-1H-benzo[d]imidazol-2-yl)-4-fluoropiperidin-3-amin-hydrochlorid